O[C@H]1C=2C=CC(=NC2CC[C@@H]1[C@@H]1N2C(C3=CC=CC=C13)=CN=C2)C(=O)N (5R,6R)-5-hydroxy-6-((S)-5H-imidazo[5,1-a]isoindol-5-yl)-5,6,7,8-tetrahydroquinoline-2-carboxamide